trans-2-butene-1,4-dicarboxylate ammonium salt [NH4+].C(\C=C\CC(=O)[O-])C(=O)[O-].[NH4+]